methyl 4-((2-(1H-pyrazol-4-yl)ethyl)amino)-5,6-dimethylpyrimidine-2-carboxylate N1N=CC(=C1)CCNC1=NC(=NC(=C1C)C)C(=O)OC